(2-Chloro-4-{6-[2-(7-fluoro-4-methoxy-2-methyl-indol-1-yl)-ethylamino]-pyrimidin-4-yl}-phenyl)-methanol ClC1=C(C=CC(=C1)C1=NC=NC(=C1)NCCN1C(=CC2=C(C=CC(=C12)F)OC)C)CO